C(C)(C)(C)OC=1C=C(C(=NC1)C=1C=C(SC1C)C(=O)NC1=CC(=CC(=C1)NS(=O)(=O)C)Cl)OCC1=CC(=CC(=C1)F)F 4-[5-(tert-butoxy)-3-[(3,5-difluorophenyl)methoxy]pyridin-2-yl]-N-(3-chloro-5-methanesulfonamidophenyl)-5-methylthiophene-2-carboxamide